phenanthrene-2,7-diboronic acid C1=C(C=CC=2C3=CC=C(C=C3C=CC12)B(O)O)B(O)O